Ethyl (2-amino-6-(phenethylamino)pyridin-3-yl)carbamate NC1=NC(=CC=C1NC(OCC)=O)NCCC1=CC=CC=C1